6-(2-(3'-chloro-[1,1'-biphenyl]-3-yl)acetyl)-2-(1-(2',3',4',5'-tetrahydro-[1,1'-biphenyl]-3-yl)cyclopropyl)-5,6,7,8-tetrahydropyrido[4,3-d]pyrimidin-4(3H)-one ClC=1C=C(C=CC1)C1=CC(=CC=C1)CC(=O)N1CC2=C(N=C(NC2=O)C2(CC2)C=2C=C(C=CC2)C=2CCCCC2)CC1